((4-((4-cyanophenyl)amino)-6,7-dimethoxyquinazolin-2-yl)thio)-2-methylpropanoic acid C(#N)C1=CC=C(C=C1)NC1=NC(=NC2=CC(=C(C=C12)OC)OC)SC(C(=O)O)(C)C